Methyl (3R,6S)-1-(2-(3-chlorophenyl)acetyl)-6-methylpiperidine-3-carboxylate ClC=1C=C(C=CC1)CC(=O)N1C[C@@H](CC[C@@H]1C)C(=O)OC